OC=1C=C2C=CC(=CC2=CC1)C(=O)NC(=N)NC1=CC=CC=C1 N-(6-Hydroxy-2-naphthoyl)-N'-phenylguanidin